C(C)OC1=CC=C(C=C1)NC1=NC=CC(=N1)C(=O)NC=1C=NC=CC1C1=CC=CC=C1 2-((4-ethoxyphenyl)amino)-N-(4-phenylpyridin-3-yl)pyrimidine-4-carboxamide